NC1=NC=C(C=C1CCC1(CC=CC=C1)C=1C=C(C(=O)N)C=CC1N1CCN(CC1)C)Cl 3-(1-((2-amino-5-chloropyridin-3-yl)ethyl)phenyl)-4-(4-methylpiperazin-1-yl)benzamide